Dimethyl-3-(difluoromethyl)benzaldehyde CC1=C(C(=C(C=O)C=C1)C)C(F)F